FC=1C=C(C=CC1OC)NC(=O)C1CCC(CC1)N1C(NC2=CC=CC(=C2C1)C)=O (1s,4s)-N-(3-fluoro-4-methoxyphenyl)-4-(5-methyl-2-oxo-1,2-dihydroquinazolin-3(4H)-yl)cyclohexanecarboxamide